7-methyl-N-((S)-5-methyl-4-oxo-2,3,4,5-tetrahydrobenzo[b][1,4]oxazepin-3-yl)-4,5,7,8-tetrahydro-1H-oxepino[4,5-c]pyrazole-3-carboxamide CC1OCCC2=C(NN=C2C(=O)N[C@@H]2C(N(C3=C(OC2)C=CC=C3)C)=O)C1